3-chlorobenzenesulfonic acid ClC=1C=C(C=CC1)S(=O)(=O)O